FC1(C[C@H](NC1)C)F (2R)-4,4-difluoro-2-methyl-pyrrolidine